COC1=CC=C(CN(S(=O)(=O)[C@@H](C[C@H]2OCCC2)CCC=C)CC2=CC=C(C=C2)OC)C=C1 (2R)-N,N-BIS(4-METHOXYBENZYL)-1-((2S)-TETRAHYDRO-2-FURANYL)-5-HEXENE-2-SULFONAMIDE